NCCCO 3-Amino-propan-1-ol